methyl propionate chloride [Cl-].C(CC)(=O)OC